C1(=CC=CC=C1)C1=CC(=C([O-])C=C1)C1=NC=CC=C1.[Li+] lithium 4-phenyl-2-(2-pyridyl)phenoxide